C(C)(C)N1C(C=2C(CC1)=NN(C2)C\C(\CN2C(C1=CC=CC=C1C2=O)=O)=C\F)=O (E)-2-(2-((5-isopropyl-4-oxo-4,5,6,7-tetrahydro-2H-pyrazolo[4,3-c]pyridin-2-yl)methyl)-3-fluoroallyl)isoindoline-1,3-dione